ClC=1C=C(OCC(=O)OCC)C=C(C1CC1=CC(=C(C=C1)OC)B1OC(C(O1)(C)C)(C)C)Cl ethyl 2-(3,5-dichloro-4-(4-methoxy-3-(4,4,5,5-tetramethyl-1,3,2-dioxaborolan-2-yl)benzyl)phenoxy)acetate